7-bromo-8-fluoro-4-hydroxy-3-(2-hydroxyethyl-2,2-d2)quinolin-2(1H)-one BrC1=CC=C2C(=C(C(NC2=C1F)=O)CC([2H])([2H])O)O